N1CC(C2=CC=CC=C12)C(C)N(C)C (indolin-3-yl)-N,N-dimethylethan-1-amine